C(C1=CC=CC=C1)OC1CC(N2N=C(N=C21)C(=O)OCC)C(C)O ethyl 7-benzyloxy-5-(1-hydroxyethyl)-6,7-dihydro-5H-pyrrolo[1,2-b][1,2,4]triazole-2-carboxylate